OC1=C(C=O)C(=CC=C1)OC[C@H]1N(CCOC1)C(C1=C(C=CC=C1)CCOC)=O (S)-2-hydroxy-6-((4-(2-(2-methoxyethyl)benzoyl)-morpholin-3-yl)methoxy)-benzaldehyde